BrCC1=C(N=CS1)C 5-bromomethyl-4-methyl-thiazole